3,3-dimethyl-2-butanone diboron [B].[B].CC(C(C)=O)(C)C